N[C@H]1C2N(CC1CC2)C(=O)C=2C=C(C=1N(C2)N=C(C1C)C1=CC=2C(=NC(=CC2)C2=CC(=C(C=C2)O)F)N1CC1CC1)F ((7R)-7-amino-2-azabicyclo[2.2.1]hept-2-yl)(2-(1-(cyclopropylmethyl)-6-(3-fluoro-4-hydroxyphenyl)-1H-pyrrolo[2,3-b]pyridin-2-yl)-4-fluoro-3-methylpyrazolo[1,5-a]pyridin-6-yl)methanone